CC1=NN=C2SC(C(NN21)C2=CC=C(C=C2)OC)C(C2=CC=C(C=C2)OC)=O 3-methyl-6-(4-methoxyphenyl)-7-(4-methoxybenzoyl)-6,7-dihydro-5H-[1,2,4]triazolo[3,4-b][1,3,4]thiadiazine